CC1=C(C=CC(=N1)NC(OC(C)(C)C)=O)CNC(=O)[C@@H]1CCC=2N1C(C(=CN2)NCC=2C=NN(C2)C2=CC=CC=C2)=O tert-butyl (S)-(6-methyl-5-((4-oxo-3-(((1-phenyl-1H-pyrazol-4-yl)methyl)amino)-4,6,7,8-tetrahydropyrrolo[1,2-a]pyrimidine-6-carboxamido)methyl)pyridin-2-yl)carbamate